CC(/C=C/C(C(=O)O)NCC1=CC(=NC=C1)OC1=CC=CC=C1)(C)C (E)-5,5-dimethyl-2-(2-phenoxyisonicotinylamino)-3-hexenoic acid